(3R)-3-[(2S)-3-(5-bromothiophen-3-yl)-1-(tert-butoxy)-1-oxopropane-2-yl]pyrrolidine-1-carboxylic acid tert-butyl ester C(C)(C)(C)OC(=O)N1C[C@H](CC1)[C@@H](C(=O)OC(C)(C)C)CC1=CSC(=C1)Br